CN1C(=NC2=C1C=CC=C2)C(F)(F)F 1-methyl-2-(trifluoromethyl)-1H-benzo[d]imidazole